Ethyl caprinate C(CCCCCCCCC)(=O)OCC